CON(C(C1=CC(=CC=C1)C(F)(F)F)=O)C N-methoxy-N-methyl-3-(trifluoromethyl)benzamide